ClC1=C(C=C(C=C1)F)C1NC(C2=C3C(=CC(=C12)NC(C1=CC(=CC(=C1)C(F)(F)F)F)=O)OCCO3)=O N-(7-(2-chloro-5-fluorophenyl)-9-oxo-2,3,8,9-tetrahydro-7H-[1,4]dioxino[2,3-e]isoindol-6-yl)-3-fluoro-5-(trifluoromethyl)benzamide